N-phenyl-pentylenediamine C1(=CC=CC=C1)NCCCCCN